C(=O)C1=CC=C(C=C1)C=1N=NN(C1)C1=C(C#N)C=CC=C1 2-(4-(4-formylphenyl)-1H-1,2,3-triazol-1-yl)benzonitrile